4-(2-methoxyphenyl)-2-(4-methoxyphenyl)-2,3-dihydro-1H-pyrrolo[3,4-c]pyridin-1-one COC1=C(C=CC=C1)C1=NC=CC2=C1CN(C2=O)C2=CC=C(C=C2)OC